2-benzyl-N-((R)-2-hydroxy-2-((S)-1,2,3,4-tetrahydroisoquinolin-3-yl)ethyl)-6-methoxy-1-oxoisoindoline-5-carboxamide hydrochloride Cl.C(C1=CC=CC=C1)N1C(C2=CC(=C(C=C2C1)C(=O)NC[C@H]([C@H]1NCC2=CC=CC=C2C1)O)OC)=O